beta-D-glucopyranosyl-(1→6) beta-D-glucopyranoside O([C@H]1[C@H](O)[C@@H](O)[C@H](O)[C@H](O1)CO)[C@H]1[C@H](O)[C@@H](O)[C@H](O)[C@H](O1)CO